C1(CC1)C=1N=C(C(=NC1)C#N)N[C@@H]1C[C@@H](C1)CO cis-5-cyclopropyl-3-{[3-(hydroxymethyl)cyclobutyl]amino}pyrazine-2-carbonitrile